OC1=C2C(O[C@H](CCCC(CCCCCC2=CC(=C1)O)=O)C)=O (11S)-15,17-dihydroxy-11-methyl-12-oxabicyclo[12.4.0]octadeca-1(18),14,16-triene-7,13-dione